N-(butyrylaminosulfonyl)-N-[6-(5-chloro-1,3-benzoxazol-2-yl)spiro[3.3]heptan-2-yl]furan-2-carboxamide C(CCC)(=O)NS(=O)(=O)N(C(=O)C=1OC=CC1)C1CC2(C1)CC(C2)C=2OC1=C(N2)C=C(C=C1)Cl